ethyl (2E)-3-(tetrahydro-2H-pyran-4-yl)prop-2-enoate O1CCC(CC1)/C=C/C(=O)OCC